dimethyl 1-(2-(1-methyl-1H-pyrazol-4-yl)-2-oxoethyl)-1H-pyrazole-3,5-dicarboxylate CN1N=CC(=C1)C(CN1N=C(C=C1C(=O)OC)C(=O)OC)=O